2,2-di-tetrahydrofuryl-propane O1C(CCC1)C(C)(C)C1OCCC1